fluoro-6-hydroxy-4-oxo-4H-chromene-2-carboxylic acid FC1=C(OC2=CC=C(C=C2C1=O)O)C(=O)O